BrC=1C=C2C(C(N(C2=CC1)C(=O)OC(C)(C)C)=O)(C(F)(F)F)C tert-butyl 5-bromo-3-methyl-2-oxo-3-(trifluoromethyl)indoline-1-carboxylate